NC1=NC=CC=C1C1=NC=2C(=NC(=CC2)C=2C=NC=CC2F)N1C1=CC=C(CN2CCC(CC2)NC2=NC(=NC=C2)C#N)C=C1 4-((1-(4-(2-(2-Aminopyridin-3-yl)-5-(4-fluoropyridin-3-yl)-3H-imidazo[4,5-b]pyridin-3-yl)benzyl)piperidin-4-yl)amino)pyrimidine-2-carbonitrile